butyl 2-((6-chloropyridin-2-yl)carbamoyl)-4-fluoro-4-methylpyrrolidine-1-carboxylate ClC1=CC=CC(=N1)NC(=O)C1N(CC(C1)(C)F)C(=O)OCCCC